4-(5-hydroxypentyl)-5-methyl-isoxazole-3-carboxylic acid tert-butyl ester C(C)(C)(C)OC(=O)C1=NOC(=C1CCCCCO)C